OP(O)OP(O)O.C(C)(C)(C)C1=C(C=CC(=C1)C(C)(C)C)C(O)(C(CO)(CO)CO)C1=C(C=C(C=C1)C(C)(C)C)C(C)(C)C bis(2,4-di-t-butylphenyl)-pentaerythritol diphosphite